sodium 3-(3-(2-chloro-4-((5-cyclopropyl-3-(2,6-dichlorophenyl)isoxazol-4-yl)methoxy)phenyl)-3-hydroxyazetidin-1-yl)benzenesulfinate ClC1=C(C=CC(=C1)OCC=1C(=NOC1C1CC1)C1=C(C=CC=C1Cl)Cl)C1(CN(C1)C=1C=C(C=CC1)S(=O)[O-])O.[Na+]